ClCC(=O)Cl chloroacetic acid, chloride